FC(OC1=CC(=C(C(=C1)C(C)C)NC(=O)N=S(=O)(N)C=1SC(=C(C1)C)C(C)(C)O)C(C)C)F N'-((4-(difluoromethoxy)-2,6-diisopropylphenyl)carbamoyl)-5-(2-hydroxypropan-2-yl)-4-methylthiophene-2-sulfonimidamide